FC1=CC2=C(C=CO2)C(=C1)N1CCN(CC1)CCC1=CC=C2CCC(NC2=C1)=O 7-(2-(4-(6-fluorobenzofuran-4-yl)piperazin-1-yl)ethyl)-3,4-dihydroquinolin-2(1H)-one